4-chloro-7-methoxy-3-nitro-1,5-naphthyridine ClC1=C(C=NC2=CC(=CN=C12)OC)[N+](=O)[O-]